methyl 5,5-dimethyl-2-oxo-3-cyclopentene-1-carboxylate CC1(C=CC(C1C(=O)OC)=O)C